C(C)OC(C=CC=CC)=O Hexane-2,4-dienoic acid ethyl ester